CC1(N=C(C(=N1)C1=CC(=CC=C1)F)C1=CC(=CC=C1)F)C 2,2-dimethyl-4,5-bis(3-fluorophenyl)-2H-imidazole